CN1CCC(CC1)OC1=C(C=C(C=N1)NC(N)=O)C(F)(F)F 3-(6-((1-methylpiperidin-4-yl)oxy)-5-(trifluoromethyl)pyridin-3-yl)urea